C(C)(C)(C)NC(C1=C(C=C(C(=C1)C1=NNC=C1)OC)C1=C(C=CC=C1)C#C[Si](C)(C)C)=O N-tert-butyl-4-methoxy-5-(1H-pyrazol-3-yl)-2-[2-(2-trimethylsilyl-ethynyl)phenyl]benzamide